C(CCCCCCCC)NC(=O)N(CCCCCCC)CCCCCCC N-nonyl-N',N'-diheptylurea